FC=1C=C(C=CC1)C12C(OCCN1)CCCC2 4a-(3-fluorophenyl)octahydro-2H-benzo[b][1,4]oxazine